N-[(2R)-1-Hydroxypropan-2-yl]-6-[(3R)-3-methylpyrrolidin-1-yl]-5-[4-(trifluoromethyl)phenoxy]pyridine-2-carboxamide OC[C@@H](C)NC(=O)C1=NC(=C(C=C1)OC1=CC=C(C=C1)C(F)(F)F)N1C[C@@H](CC1)C